C(C)(C)(C)C1=NC=CC=C1NC(OC(C)(C)C)=O tert-butyl (2-(tert-butyl)pyridin-3-yl)carbamate